4-({4-[2,6-bis(pyridin-2-yl)pyridin-4-yl]phenyl}ethynyl)-2,6-bis(prop-2-yl)aniline N1=C(C=CC=C1)C1=NC(=CC(=C1)C1=CC=C(C=C1)C#CC1=CC(=C(N)C(=C1)C(C)C)C(C)C)C1=NC=CC=C1